ClC=1C(=CC2=C(N=C(S2)NC(C2=CN=C(C=C2)C(F)(F)F)=O)C1)C(=O)O 5-chloro-2-(6-(trifluoromethyl)nicotinamido)benzo[d]thiazole-6-carboxylic acid